ClC1CNCCN1 3-chloro-piperazine